CO[C@H]1[C@](CNCC1)(O)C (cis)-4-methoxy-3-methylpiperidin-3-ol